2-(4-Fluoro-2-methylphenyl)quinazolin FC1=CC(=C(C=C1)C1=NC2=CC=CC=C2C=N1)C